1-chloro-3-(dibenzylamino)propan-2-ol ClCC(CN(CC1=CC=CC=C1)CC1=CC=CC=C1)O